Methyl hydrazinoformate N(N)C(=O)OC